(2R,3S,4R,5R)-5-cyano-5-(4-(2-ethoxy-2-methylpropanamido)pyrrolo[2,1-f][1,2,4]triazin-7-yl)-4-hydroxy-2-((2-phenylacetoxy)methyl)tetrahydrofuran-3-yl L-valinate N[C@@H](C(C)C)C(=O)O[C@@H]1[C@H](O[C@]([C@@H]1O)(C1=CC=C2C(=NC=NN21)NC(C(C)(C)OCC)=O)C#N)COC(CC2=CC=CC=C2)=O